(4-methylphenyl)-[9,9'-bianthracene]-10,10'-diamine CC1=CC=C(C=C1)C1=CC=CC2=C(C3=CC=CC=C3C(=C12)C=1C2=CC=CC=C2C(=C2C=CC=CC12)N)N